N-[5-(5-Cyclopropyl-1H-pyrazol-3-yl)-4-fluoro-2-methylphenyl]-6-methoxypyrazolo[1,5-a]pyridine-3-carboxamide C1(CC1)C1=CC(=NN1)C=1C(=CC(=C(C1)NC(=O)C=1C=NN2C1C=CC(=C2)OC)C)F